4-((6-Chloro-1-methyl-3-(4-pyridyl)-1H-pyrazolo[3,4-d]pyrimidin-4-yl)aminomethyl)benzenesulfonamide ClC1=NC(=C2C(=N1)N(N=C2C2=CC=NC=C2)C)NCC2=CC=C(C=C2)S(=O)(=O)N